C(C1=CC=CC=C1)OC1(C2=NN=C(C3=C(C=C(C(C(N(CCCC1)C1CC(C1)(F)F)=O)=N3)C(F)(F)F)NC(OC(C)(C)C)=O)O2)C(F)(F)F tert-Butyl N-[6-benzyloxy-11-(3,3-difluorocyclobutyl)-12-oxo-6,14-bis(trifluoromethyl)-18-oxa-3,4,11,17-tetrazatricyclo[11.3.1.12,5]octadeca-1(16),2,4,13(17),14-pentaen-16-yl]carbamate